2,4-difluoro-5-nitrophenylacetic acid FC1=C(C=C(C(=C1)F)[N+](=O)[O-])CC(=O)O